(1S,3S)-3-((2-cyclopropyl-6-(5-(hydroxymethyl)-1-Methyl-1H-1,2,3-triazol-4-yl)pyridin-3-yl)oxy)cyclohexane-1-carboxylic acid methyl ester COC(=O)[C@@H]1C[C@H](CCC1)OC=1C(=NC(=CC1)C=1N=NN(C1CO)C)C1CC1